4-(((3R,4S)-4-fluoropiperidin-3-yl)amino)-6-(4-(2-hydroxy-2-methylpropyloxy)phenyl)pyrido[3,2-d]pyrimidine-8-carboxamide F[C@@H]1[C@@H](CNCC1)NC=1C2=C(N=CN1)C(=CC(=N2)C2=CC=C(C=C2)OCC(C)(C)O)C(=O)N